C1=CC=CC=2C3=CC=CC=C3N(C12)C=1C2=C(N=CN1)C1=C(O2)C=CC(=C1)C1=CC=2C3=CC=CC=C3C3=CC=CC=C3C2C=C1 4-(9H-carbazol-9-yl)-8-(triphenylen-2-yl)-[1]benzofuro[3,2-d]pyrimidine